ClC=1C=CC(=NC1)C(C1(CCN(CC1)C(=O)OC(C)(C)C)O)C1CCOCC1 tert-butyl 4-[(5-chloro-2-pyridyl)-tetrahydropyran-4-yl-methyl]-4-hydroxy-piperidine-1-carboxylate